5-(4-(hexyloxy)-1,2,5-thiadiazol-3-yl)-1-methyl-1-(phenyl(tridecanoyloxy)methyl)-1,2,3,6-tetrahydropyridin-1-ium iodide Chloro(phenyl)methyl-tridecanoate ClC(C(=O)[O-])(CCCCCCCCCCC)CC1=CC=CC=C1.[I-].C(CCCCC)OC=1C(=NSN1)C1=CCC[N+](C1)(C(OC(CCCCCCCCCCCC)=O)C1=CC=CC=C1)C.C(CCCCC)OC=1C(=NSN1)C1=CCC[N+](C1)(C)C(C1=CC=CC=C1)OC(CCCCCCCCCCCC)=O